(S)-2-(4-chlorophenyl)-3-((3S,5R)-3,5-dimethylpiperazin-1-yl)-1-(4-((5R,7R)-7-hydroxy-5-methyl-6,7-dihydro-5H-cyclopenta[d]pyrimidin-4-yl)piperazin-1-yl)propan-1-one ClC1=CC=C(C=C1)[C@H](C(=O)N1CCN(CC1)C=1C2=C(N=CN1)[C@@H](C[C@H]2C)O)CN2C[C@@H](N[C@@H](C2)C)C